(R)-4-((2-(2,4-dihydroxy-6-(pyridin-2-ylmethoxy)benzoyl)-1,2,3,4-tetrahydro-isoquinolin-8-yl)amino)-1-methylpyrrolidin-2-one OC1=C(C(=O)N2CC3=C(C=CC=C3CC2)N[C@@H]2CC(N(C2)C)=O)C(=CC(=C1)O)OCC1=NC=CC=C1